(S)-3-(3-(2-bromothiazole-4-yl)ureido)piperidine-1-carboxylic acid tert-butyl ester C(C)(C)(C)OC(=O)N1C[C@H](CCC1)NC(=O)NC=1N=C(SC1)Br